(4-nitrophenyl) 3-[2-[3-(4-amino-1-tert-butyl-pyrazolo[3,4-d]pyrimidin-3-yl)-5-cyclopropyl-isoxazol-4-yl]pyrimidin-5-yl]oxyazetidine-1-carboxylate NC1=C2C(=NC=N1)N(N=C2C2=NOC(=C2C2=NC=C(C=N2)OC2CN(C2)C(=O)OC2=CC=C(C=C2)[N+](=O)[O-])C2CC2)C(C)(C)C